C(CCCCC(=O)OC1CC2OC2CC1)(=O)OC1CC2OC2CC1 bis(7-oxabicyclo[4.1.0]-3-heptyl) adipate